3-(6-(4-((S)-4-((1r,4r)-4-(3-bromo-2-methylphenoxy)cyclohexyl)-2-methylbutyl)piperazin-1-yl)-1-methyl-1H-indazol-3-yl)piperidine-2,6-dione BrC=1C(=C(OC2CCC(CC2)CC[C@@H](CN2CCN(CC2)C2=CC=C3C(=NN(C3=C2)C)C2C(NC(CC2)=O)=O)C)C=CC1)C